FC(COC=1C=C(N)C=C(C1)OC)F 3-(2,2-difluoroethoxy)-5-methoxyaniline